NC1=NC(=CC(=N1)N1CCC2(C[C@H](NC2)C(=O)O)CC1)O[C@@H](C(F)(F)F)C1=C(C=C(C=C1)C1=CC(=C(C=C1)Cl)F)N1N=C(C=C1)C (S)-8-(2-amino-6-((R)-1-(4'-chloro-3'-fluoro-3-(3-methyl-1H-pyrazol-1-yl)-[1,1'-biphenyl]-4-yl)-2,2,2-trifluoroethoxy)pyrimidin-4-yl)-2,8-diazaspiro[4.5]decane-3-carboxylic acid